[Si](C)(C)(C(C)(C)C)OCCNC1=NN=C(C2=CC=CC=C12)C1=CC=C(C=C1)SC(F)(F)F N-(2-((tert-butyldimethylsilyl)oxy)ethyl)-4-(4-((trifluoromethyl)thio)phenyl)phthalazin-1-amine